C(C)(C)(C)C1=CC=2C(C3=CC=CC=C3C(C2C=C1)=O)=O 2-tertiary-butylanthraquinone